(S)-4,4-difluoro-1-(1-(trifluoromethyl)cyclohexane-1-carbonyl)pyrrolidine-2-carboxylic acid FC1(C[C@H](N(C1)C(=O)C1(CCCCC1)C(F)(F)F)C(=O)O)F